CN1C(=NC=C1CN(C=1C=NC2=CC(=NC(=C2C1)OC1CCC(CC1)NC(=O)C1=NC=CC=N1)N1CCOCC1)S(=O)(=O)C)[N+](=O)[O-] N-[4-[[3-[(3-Methyl-2-nitro-imidazol-4-yl)methyl-methylsulfonyl-amino]-7-morpholino-1,6-naphthyridin-5-yl]oxy]cyclohexyl]pyrimidine-2-carboxamide